FC1(CCC(CC1)C1=NN(C2=C1N=C(N=C2)NC=2C(=CC=1N(C2)N=CN1)C)C)F 3-(4,4-difluorocyclohexyl)-1-methyl-N-[7-methyl-[1,2,4]triazolo[1,5-a]pyridin-6-yl]pyrazolo[4,3-d]pyrimidin-5-amine